BrC1=CC2=C(S1)C=1SC(=CC1C2=O)Br 2,6-dibromo-4H-cyclopenta[2,1-b:3,4-b']dithiophene-4-one